4-[3-chloro-2-fluoro-6-(1H-1,2,3-triazol-1-yl)phenyl]pyrimidin-4-ol ClC=1C(=C(C(=CC1)N1N=NC=C1)C1(NC=NC=C1)O)F